1,2-bis(hydroxymethyl)-3,6-dimethylbenzene OCC1=C(C(=CC=C1C)C)CO